CCCCCCCCCCCCCCCCCCCCC=CO docosenol